N-(3-(4-(4-Aminoimidazo[2,1-f][1,2,4]triazin-7-yl)-1H-pyrazol-1-yl)-4-Methylphenyl)-6-fluoroisoquinolin-3-amine NC1=NC=NN2C1=NC=C2C=2C=NN(C2)C=2C=C(C=CC2C)NC=2N=CC1=CC=C(C=C1C2)F